tert-Butyl methyl((4-(pyridin-3-yl)-1,3-dihydroisobenzofuran-1-yl)methyl)carbamate CN(C(OC(C)(C)C)=O)CC1OCC2=C(C=CC=C12)C=1C=NC=CC1